N-((1S,3R)-3-(4-(hydroxymethyl)pyrimidin-2-yl)-3-((3',4',6-trifluoro-2'-hydroxy-[1,1'-biphenyl]-3-yl)methyl)cyclopentyl)methanesulfonamide OCC1=NC(=NC=C1)[C@@]1(C[C@H](CC1)NS(=O)(=O)C)CC=1C=C(C(=CC1)F)C1=C(C(=C(C=C1)F)F)O